C[C@@H]1CN(CCC1)CC1=CC2=C(C(N(C=C2C(F)(F)F)C2=CC(=CC=C2)C2=C(C=CC=C2)C2=NN=CN2C)=O)N1 2-[[(3S)-3-methyl-1-piperidinyl]methyl]-6-[3-[2-(4-methyl-1,2,4-triazol-3-yl)phenyl]phenyl]-4-(trifluoromethyl)-1H-pyrrolo[2,3-c]pyridin-7-one